Sodium L-Alanyl-L-Cysteinate N[C@@H](C)C(=O)N[C@@H](CS)C(=O)[O-].[Na+]